NC1=CN=C(N(C1=O)CC(=O)O)SC 2-(5-amino-2-(methylthio)-6-oxopyrimidin-1(6H)-yl)acetic acid